E-2-(2-chloromethyl-phenyl)-2-methoxyiminoacetic acid methyl ester COC(/C(=N/OC)/C1=C(C=CC=C1)CCl)=O